C(C1=CC=CC=C1)NC1=NC(=NC(=N1)NC)N1CCN(CC1)C(CCl)=O (4-(4-(benzylamino)-6-(methylamino)-1,3,5-triazin-2-yl)piperazin-1-yl)-2-chloroethan-1-one